4-[(2-azidoethyl)amino]-2-(2,6-dioxopiperidin-3-yl)-2,3-dihydro-1H-isoindole-1,3-dione N(=[N+]=[N-])CCNC1=C2C(N(C(C2=CC=C1)=O)C1C(NC(CC1)=O)=O)=O